CN1N=CC(=C1)C1=CC=C2C(=NC=NC2=C1)N1[C@H](CCC1)C1=CC=CC=C1 (R)-7-(1-methyl-1H-pyrazol-4-yl)-4-(2-phenylpyrrolidin-1-yl)quinazoline